(3S)-3-[9H-fluoren-9-ylmethoxycarbonyl(methyl)amino]-4-(3,3,4,4,5,5-hexafluoropiperidin-1-yl)-4-oxobutanoic acid C1=CC=CC=2C3=CC=CC=C3C(C12)COC(=O)N([C@@H](CC(=O)O)C(=O)N1CC(C(C(C1)(F)F)(F)F)(F)F)C